COC1=NC=C(C(=N1)C(F)(F)F)C1=CN=C(N1C)C(=O)N 5-[2-methoxy-4-(trifluoromethyl)pyrimidin-5-yl]-1-methyl-imidazole-2-carboxamide